N-{(2S,3R)-4,4-Difluoro-1-((1s,3R)-3-fluorocyclobutan-1-carbonyl)-2-[(2,3',5'-trifluoro[1,1'-biphenyl]-3-yl)-methyl]pyrrolidin-3-yl}ethansulfonamid FC1([C@@H]([C@@H](N(C1)C(=O)C1CC(C1)F)CC=1C(=C(C=CC1)C1=CC(=CC(=C1)F)F)F)NS(=O)(=O)CC)F